(4-{[2-(4-chlorophenyl)imidazo[1,2-a]pyridine-3-yl]methyl}piperazin-1-yl)(6-ethoxypyridin-2-yl)methanone ClC1=CC=C(C=C1)C=1N=C2N(C=CC=C2)C1CN1CCN(CC1)C(=O)C1=NC(=CC=C1)OCC